2-ethylhexanoylpropylene glycol C(C)C(C(=O)C(C(C)O)O)CCCC